2-((2,4-dimethylphenyl)thio)benzo[d]thiazole CC1=C(C=CC(=C1)C)SC=1SC2=C(N1)C=CC=C2